Cl.NCC1=C(C=CC(=C1)OC)O 2-(aminomethyl)-4-methoxyphenol hydrochloride